1,4-Dibromo-2,3-dichlorobenzene BrC1=C(C(=C(C=C1)Br)Cl)Cl